(S)-3-(3-chloro-4-fluorophenyl)-1-(1-(6-chloro-4-oxo-3,4-dihydrophthalazin-1-yl)ethyl)-1-(3-hydroxypropyl)urea ClC=1C=C(C=CC1F)NC(N(CCCO)[C@@H](C)C1=NNC(C2=CC(=CC=C12)Cl)=O)=O